N(=[N+]=[N-])CCOCCOCCOCCOCCOCC 17-azido-3,6,9,12,15-pentaoxaheptadecan